CC1=C(C=C(C=C1)NC(=O)N1C=CC2=CC=C(C=C12)C(F)(F)F)NC=1C=C2C(N(C=NC2=CC1)C)=O N-(4-methyl-3-((3-methyl-4-oxo-3,4-dihydroquinazolin-6-yl)amino)phenyl)-6-(trifluoromethyl)-1H-indole-1-carboxamide